(+/-)-3-MERCAPTO-1-BUTYL ACETATE CC(CCOC(=O)C)S